C(C)(C)(C)OC(=O)N1[C@H](C[C@H](C1)F)C(NC1=C(C=CC=C1)C#N)=O.C1(=CC=CC=C1)P([C-]1C=CC=C1)C1=CC=CC=C1.[C-]1(C=CC=C1)P(C1=CC=CC=C1)C1=CC=CC=C1.[Fe+2] 1,1'-bis(diphenyl-phosphino)ferrocene tert-Butyl-(2R,4R)-2-[(2-cyanophenyl)carbamoyl]-4-fluoropyrrolidine-1-carboxylate